4-Bromo-2-hydroxybenzaldehyde BrC1=CC(=C(C=O)C=C1)O